methyl (3S,6S,7aR,8aR,8bR)-6-((tert-butoxy carbonyl)amino)-5-oxodecahydrocyclopropa[c]pyrrolo[1,2-a]azepine-3-carboxylate C(C)(C)(C)OC(=O)N[C@H]1C[C@@H]2[C@H]([C@@H]3N(C1=O)[C@@H](CC3)C(=O)OC)C2